N1-(4-(tert-butyl)-3-fluorophenyl)cyclohexane-1,4-diamine 2,2,2-trifluoroacetate FC(C(=O)O)(F)F.C(C)(C)(C)C1=C(C=C(C=C1)NC1CCC(CC1)N)F